butyltripropoxy(phenyl)silane C(CCC)C(CC)O[Si](C1=CC=CC=C1)(OCCC)OCCC